(((9aR,10S)-10-((R)-(2,3-difluorophenyl)(4-fluorophenyl)methyl)-3,5-dioxo-3,5,8,9,9a,10-hexahydro-7H-pyrrolo[1',2':4,5]pyrazino[1,2-b]pyridazin-4-yl)oxy)methyl methyl carbonate C(OCOC1=C2N(N=CC1=O)[C@H]([C@@H]1N(C2=O)CCC1)[C@H](C1=CC=C(C=C1)F)C1=C(C(=CC=C1)F)F)(OC)=O